potassium hexa-chloroosmium Cl[Os](Cl)(Cl)(Cl)(Cl)Cl.[K]